O-(3-chloro-2-propen-1-yl)hydroxylamine ClC=CCON